(S)-2-amino-3-(4-hydroxyphenyl)propionic acid N[C@H](C(=O)O)CC1=CC=C(C=C1)O